CN(C1CCN(CC1)C=1C=CC(=NC1)NC1=NC=2C3=C(C=CC2C=N1)N=NN3C(C)C)C N-(5-(4-(Dimethylamino)piperidin-1-yl)pyridin-2-yl)-1-isopropyl-1H-[1,2,3]triazolo[4,5-h]quinazolin-8-amine